8-chloro-2-[1-(4-fluoro-1-methyl-cyclohex-3-en-1-yl)pyrazol-4-yl]-7-[(2-methyl-3H-benzimidazol-5-yl)oxy]quinoxaline ClC=1C(=CC=C2N=CC(=NC12)C=1C=NN(C1)C1(CC=C(CC1)F)C)OC1=CC2=C(N=C(N2)C)C=C1